OC1C=2C=CC(=CC2CCC1C1N2C(C3=CC=CC=C13)=CN=C2)C#N 5-Hydroxy-6-(5H-imidazo[5,1-a]isoindol-5-yl)-5,6,7,8-tetrahydronaphthalen-2-carbonitril